S1C(=CC=C1)C1=CC=C(N)C=C1 4-(thiophen-2-yl)aniline